NC1=C(C(N(C2=CC(=CC=C12)C(F)(F)F)C1=CC=2N=COC2C=C1)=O)C(=O)OC methyl 4-amino-1-(benzo(2,1-d)(1,3)oxazol-5-yl)-2-oxo-7-(trifluoromethyl)-1,2-dihydroquinoline-3-carboxylate